N-(6-chloro-4-methoxybenzo[d]thiazol-2-yl)-2,6-difluoro-4-(piperazin-1-yl)benzamide ClC1=CC2=C(N=C(S2)NC(C2=C(C=C(C=C2F)N2CCNCC2)F)=O)C(=C1)OC